3-(1-oxo-5-(5-(trifluoromethyl)-1H-pyrazol-3-yl)isoindolin-2-yl)piperidine-2,6-dione O=C1N(CC2=CC(=CC=C12)C1=NNC(=C1)C(F)(F)F)C1C(NC(CC1)=O)=O